BrC1=CC=C(C=C1)C=1C=CC=2N(C3=CC=CC=C3C2C1)C1=CC=CC=C1 3-(4-bromophenyl)9-phenyl-9H-carbazole